5-chloro-4-(3-cyclopropylphenyl)-N-(5-nitropyridin-3-yl)pyrimidin-2-amine ClC=1C(=NC(=NC1)NC=1C=NC=C(C1)[N+](=O)[O-])C1=CC(=CC=C1)C1CC1